CC1(NC(NC1=O)=O)CCC(=O)O 3-(4-Methyl-2,5-dioxo-imidazolidin-4-yl)-propionic acid